ClC1=CC=C(C=C1)C[C@@H]1[C@@]([C@@](CC1)(C(=O)[O-])C)(CN1N=CN=C1)O (1R-2R,3R)-3-[(4-chlorophenyl)methyl]-2-hydroxy-1-methyl-2-(1H-1,2,4-triazol-1-ylmethyl)cyclopentanecarboxylate